BrC=1C=C2C(=NC1)NC=C2C2=NC(=NC=C2)N 4-(5-bromo-1H-pyrrolo[2,3-b]pyridin-3-yl)pyrimidin-2-amine